FC1=C(C=C(C=C1)NC(=O)C1=CC2=C(N=C(S2)C)C=C1NC(C1=C(C=CC(=C1)N1C(CC(C1)CO)=O)OC)=O)C(F)(F)F N-(4-fluoro-3-(trifluorometh-yl)phenyl)-5-(5-(4-(hydroxymethyl)-2-oxopyrrolidin-1-yl)-2-methoxybenzamido)-2-methylbenzo[d]thiazole-6-carboxamide